ethylene glycol di(alpha-methyl acrylate) CC(C(=O)OCCOC(C(=C)C)=O)=C